anti-9-isopropyl-carbazole C(C)(C)N1C2=CC=CC=C2C=2C=CC=CC12